9-Chloro-7-(2,4-difluoro-phenyl)-5H-benzo[c]pyrimido[4,5-e]azepin ClC=1C=CC2=C(C(=NCC3=C2N=CN=C3)C3=C(C=C(C=C3)F)F)C1